Cl.Cl.C[C@@H]1C[C@H](C=2N=CN=C(C21)N2CCNCC2)O (5R,7R)-5-methyl-4-(piperazin-1-yl)-6,7-dihydro-5H-cyclopenta[d]pyrimidin-7-ol dihydrochloride Salt